COC1=C(C=C2C(=CC=NC2=C1)OC1=CC=C(C=C1)[N+](=O)[O-])C(=O)NN 7-methoxy-4-(4-nitrophenoxy)quinoline-6-carbohydrazide